(2-Iodo-1-methyl-ethyl)-carbamic acid tert-butyl ester C(C)(C)(C)OC(NC(CI)C)=O